BrC1=CC(=C(O[C@H](C(=O)O)C)C=C1)C=1N=COC1 (2S)-2-[4-bromo-2-(1,3-oxazol-4-yl)phenoxy]propionic acid